FC1=C(CN2[C@@H](CCC2=O)CC(=O)N[C@@H]([C@H](OC)C)C(=O)OC(C)C)C=CC=C1F Isopropyl N-(2-((S)-1-(2,3-difluorobenzyl)-5-oxopyrrolidin-2-yl)acetyl)-O-methyl-L-threoninate